N1=C(C=CC2=CC=CC=C12)C1=C(C=CC=C1)S(=O)(=O)N 2-(quinoline-2-yl)benzenesulfonamide